(S)-6-(1-(difluoromethyl)cyclopropyl)-2-methyl-4-((1-(pyrazolo[1,5-a]pyridin-7-yl)ethyl)amino)-2,6-dihydropyrido[3,4-d]pyridazine-1,7-dione FC(C1(CC1)N1C=C2C(=NN(C(C2=CC1=O)=O)C)N[C@@H](C)C1=CC=CC=2N1N=CC2)F